N2-[7-bromo-2-(1-methyl-1H-pyrazol-4-yl)[1,2,4]triazolo[1,5-c]quinazolin-5-yl]-N-[2-(methylamino)ethyl]-D-alaninamide BrC1=CC=CC=2C=3N(C(=NC12)N[C@H](C)C(=O)NCCNC)N=C(N3)C=3C=NN(C3)C